1-(3-(4-amino-5-(4-(cyclopentylmethyl)phenyl)-7-methyl-7H-pyrrolo[2,3-d]pyrimidin-6-yl)pyrrolidin-1-yl)prop-2-en-1-one NC=1C2=C(N=CN1)N(C(=C2C2=CC=C(C=C2)CC2CCCC2)C2CN(CC2)C(C=C)=O)C